N-(4-(dimethylamino)benzyl)-N-(4-methoxybenzyl)-1H-imidazole-1-carboxamide CN(C1=CC=C(CN(C(=O)N2C=NC=C2)CC2=CC=C(C=C2)OC)C=C1)C